4-((2S,4r)-4-cyclopropyl-1-((5-methoxy-7-methyl-1H-indol-4-yl)methyl)piperidin-2-yl)benzoic acid C1(CC1)[C@H]1C[C@H](N(CC1)CC1=C2C=CNC2=C(C=C1OC)C)C1=CC=C(C(=O)O)C=C1